CC1(O[C@@H]2[C@H]([C@H](O[C@@H]2O1)[C@@H](CO)O)OCC3=CC=CC=C3)C 3-O-benzyl-1,2-O-isopropylidene-α-D-glucofuranose